3-(3-(((benzyloxy)carbonyl)amino)oxetan-3-yl)benzoic acid C(C1=CC=CC=C1)OC(=O)NC1(COC1)C=1C=C(C(=O)O)C=CC1